NC1=CC(=C(C=N1)C1=NC(=NC(=N1)N1CCOCC1)N1CCN(CC1)C(=O)[C@@H]1CN(CC1)C(CCC(\C=C\C)=O)=O)C(F)(F)F (S,E)-1-(3-(4-(4-(6-amino-4-(trifluoromethyl)pyridin-3-yl)-6-morpholino-1,3,5-triazin-2-yl)piperazine-1-carbonyl)pyrrolidin-1-yl)hept-5-ene-1,4-dione